17-α-hydroxypregn-4-ene-3,20-dione CC(=O)[C@]1(CC[C@@H]2[C@@]1(CC[C@H]3[C@H]2CCC4=CC(=O)CC[C@]34C)C)O